CC1=NN(C(=C1)C)C=1C=C(C=NC1)[C@H](CC(=O)OC)CN1CC2(C1)CCN(CC2)CC2=NC=1NCCCC1C=C2 methyl (S)-3-(5-(3,5-dimethyl-1H-pyrazol-1-yl)pyridin-3-yl)-4-(7-((5,6,7,8-tetrahydro-1,8-naphthyridin-2-yl)methyl)-2,7-diazaspiro[3.5]nonan-2-yl)butanoate